N-(5-Cyanopyridin-2-yl)-2-{2'-ethyl-7'-oxo-6',7'-dihydro-5'H-spiro[cyclopropane-1,4'-thieno[2,3-c]pyridin]-6'-yl}acetamide C(#N)C=1C=CC(=NC1)NC(CN1C(C2=C(C3(C1)CC3)C=C(S2)CC)=O)=O